C(=C)C1SCCCS1 2-vinyl-1,3-dithiane